4,6-diphenyl-1,5-diphenyl-triazin C1(=CC=CC=C1)C1=NNN(C(=C1C1=CC=CC=C1)C1=CC=CC=C1)C1=CC=CC=C1